[(3S,6S)-3-chlorocarbonyl-5-oxo-2,3,6,7,8,8a-hexahydrothiazolo[3,2-a]pyridin-6-yl]carbamate ClC(=O)[C@@H]1CSC2N1C([C@H](CC2)NC([O-])=O)=O